(S)-1-(4-(difluoromethoxy)phenyl)-3-(isoquinolin-4-yl)-2-oxoimidazoline-4-carbonitrile FC(OC1=CC=C(C=C1)N1C(N([C@@H](C1)C#N)C1=CN=CC2=CC=CC=C12)=O)F